C(CCCCCCCCCCCCCCC)(=O)N[C@@H](CO)[C@H](O)[C@H](O)CCCCCCCCCCCCCC N-Palmitoyl-Phytosphingosine